FC1(CCN(CC1)C=1C=C(C=C2C=C(C=NC12)P(=O)(C)C)C=1C(=C(C(=O)N)C=CC1NS(=O)(=O)CCO)N1CCC2(CC2)CC1)F (8-(4,4-difluoropiperidin-1-yl)-3-(dimethylphosphoryl)quinolin-6-yl)-4-(2-hydroxyethylsulfonamido)-2-(6-azaspiro[2.5]oct-6-yl)benzamide